NC1=C2C(=NC=N1)N(N=C2C2=C(C(=C(C=C2)OC)F)F)[C@@H](C)C2=NC1=CC=CC(=C1C(N2C2=CC=CC=C2)=O)F (S)-2-(1-(4-amino-3-(2,3-difluoro-4-methoxyphenyl)-1H-pyrazolo[3,4-d]pyrimidin-1-yl)ethyl)-5-fluoro-3-phenylquinazolin-4(3H)-one